3-{4-[8-(adamantan-1-yl)-2,3-dihydro-benzo[1,4]dioxin-6-yl]-phenyl}-acrylic acid methyl ester COC(C=CC1=CC=C(C=C1)C1=CC2=C(OCCO2)C(=C1)C12CC3CC(CC(C1)C3)C2)=O